butyl L-pyroglutamate N1[C@@H](CCC1=O)C(=O)OCCCC